1-(2-(methyl(4-(trifluoromethyl)phenyl)amino)phenyl)piperidine-4-carboxylic acid CN(C1=C(C=CC=C1)N1CCC(CC1)C(=O)O)C1=CC=C(C=C1)C(F)(F)F